1-(4-iodophenyl)-2-phenylhydrazine IC1=CC=C(C=C1)NNC1=CC=CC=C1